NC1=NN2C(C=C(C=C2)C=2C=C(C(=NC2C)OC)C(=O)NCC2=C(C=CC=C2)OCC2CCCC2)=N1 5-{2-amino-[1,2,4]triazolo[1,5-a]pyridin-7-yl}-N-{[2-(cyclopentylmethoxy)phenyl]methyl}-2-methoxy-6-methylpyridine-3-carboxamide